m-aminophenoxypropyltrimethoxysilane NC=1C=C(OCCC[Si](OC)(OC)OC)C=CC1